C(C)(=O)N1CCN(CC1)C=1C=CC(=NC1)C(=O)NC=1SC=C(N1)C=1C(=NC=CC1)COC 5-(4-acetylpiperazin-1-yl)-N-(4-(2-(methoxymethyl)pyridin-3-yl)thiazol-2-yl)picolinamide